3,4-dimethyl-1-((2-methylpyridin-4-yl)methyl)-2-oxo-N-(2,4,6-trifluorobenzyl)-1,2,3,4-tetrahydroquinazoline-7-carboxamide CN1C(N(C2=CC(=CC=C2C1C)C(=O)NCC1=C(C=C(C=C1F)F)F)CC1=CC(=NC=C1)C)=O